2-Chloro-N-(5-chloro-6-(2H-1,2,3-triazol-2-yl)pyridin-3-yl)-5-fluoro-4-(3-propionylaminopyridine-4-yl)benzamide ClC1=C(C(=O)NC=2C=NC(=C(C2)Cl)N2N=CC=N2)C=C(C(=C1)C1=C(C=NC=C1)NC(CC)=O)F